C12CC(CCC2C1)N(C(=O)[C@H]1N([C@@H]2C[C@@H]2C1)S(=O)(=O)C1=CC=C(C)C=C1)CC1=CC2=C(CCO2)C=C1 (1R,3S,5R)-N-(bicyclo[4.1.0]heptan-3-yl)-N-((2,3-dihydrobenzofuran-6-yl)methyl)-2-tosyl-2-azabicyclo[3.1.0]hexane-3-carboxamide